COC1=CC=C([O-])C=C1 p-methoxyphenoxide